7-Bromo-2,4-dichloro-6,8-difluoro-quinazoline BrC1=C(C=C2C(=NC(=NC2=C1F)Cl)Cl)F